bis(di-tert-butyl-(4-dimethylaminophenyl)phosphine) palladium (II) chloride [Pd](Cl)Cl.C(C)(C)(C)P(C1=CC=C(C=C1)N(C)C)C(C)(C)C.C(C)(C)(C)P(C1=CC=C(C=C1)N(C)C)C(C)(C)C